7-hydroxy-2,4-dimethyl-1,2,4,5-tetrahydro-3H-benzo[d]azepine-3-carboxylic acid tert-butyl ester C(C)(C)(C)OC(=O)N1C(CC2=C(CC1C)C=C(C=C2)O)C